1-(2-(3-(9,10-dioxo-7-pivalamido-9,10-dihydrophenanthren-3-yl)propanamido)ethyl)piperidine-4-carboxamide O=C1C2=CC(=CC=C2C=2C=C(C=CC2C1=O)CCC(=O)NCCN1CCC(CC1)C(=O)N)NC(C(C)(C)C)=O